(6S)-6-[2-Chloro-3-(3-methyl-sulfonylanilino)phenyl]-2-imino-6-methyl-3-(tetrahydro-pyran-4-yl)hexahydropyrimidin-4-one ClC1=C(C=CC=C1NC1=CC(=CC=C1)S(=O)(=O)C)[C@@]1(CC(N(C(N1)=N)C1CCOCC1)=O)C